C(C1=CC=CC=C1)N1CCN(CC1)C[C@H](COC=1N=C(C2=C(N1)C(=C(N=C2)Cl)F)N(C)[C@@H]2[C@H](C2)F)C 2-((R)-3-(4-Benzylpiperazin-1-yl)-2-methylpropyloxy)-7-chloro-8-fluoro-N-((1S,2S)-2-fluorocyclopropyl)-N-methylpyrido[4,3-d]pyrimidin-4-amine